C=1N=CN2C1C1=CC=CC=C1[C@@H]2[C@H]2[C@H](C1=CC=CC=C1C2)O (1R,2S)-2-((S)-5H-Imidazo[5,1-a]isoindol-5-yl)-2,3-dihydro-1H-inden-1-ol